F[C@H]1CN(CC[C@H]1NC1=CC=CN2C(=C(C=C12)C#CCNC=1C(=NC(=CC1)C(=O)NC)C(=O)NC)SC(F)(F)F)C 3-{[3-(8-{[(3S,4R)-3-fluoro-1-methylpiperidin-4-yl]amino}-3-[(trifluoromethyl)sulfanyl]indolizin-2-yl)prop-2-yn-1-yl]amino}-N2,N6-dimethylpyridine-2,6-dicarboxamide